(S)-2-(6-chloro-2-((R)-3,3,3-trifluoro-2-hydroxy-2-methylpropionyl)-1,2,3,4-Tetrahydroisoquinolin-8-yl)pyrrolidine-1-carboxylate ClC=1C=C2CCN(CC2=C(C1)[C@H]1N(CCC1)C(=O)[O-])C([C@@](C(F)(F)F)(C)O)=O